F[Cu](F)(F)(F)(F)F Hexafluoro-copper